1-cyclobutyl-N-((R)-1-(3-(difluoromethyl)-2-fluorophenyl)ethyl)-4-(((1R,5S,8s)-3-methyl-3-azabicyclo[3.2.1]octan-8-yl)amino)-6-oxo-1,6-dihydropyridine-3-carboxamide C1(CCC1)N1C=C(C(=CC1=O)NC1[C@H]2CN(C[C@@H]1CC2)C)C(=O)N[C@H](C)C2=C(C(=CC=C2)C(F)F)F